The molecule is a linear amino trisaccharide comprising an N,9-O-diacetyl-alpha-neuraminyl residue (2->6)-linked to a beta-D-galactosyl residue, which is in turn linked (1->4) to N-acetyl-beta-D-glucosamine. It is an amino trisaccharide and a glucosamine oligosaccharide. CC(=O)N[C@@H]1[C@H](C[C@@](O[C@H]1[C@@H]([C@@H](COC(=O)C)O)O)(C(=O)O)OC[C@@H]2[C@@H]([C@@H]([C@H]([C@@H](O2)O[C@@H]3[C@H](O[C@H]([C@@H]([C@H]3O)NC(=O)C)O)CO)O)O)O)O